5-Bromo-6-(4,4-difluoropiperidin-1-yl)pyridinehydrazide BrC=1C=CC(=NC1N1CCC(CC1)(F)F)C(=O)NN